N-benzylcyclohexylamine oxide C(C1=CC=CC=C1)[NH+](C1CCCCC1)[O-]